2-chloro-4-(2-methyl-4-phenoxyanilino)pyridine-3-carbonitrile ClC1=NC=CC(=C1C#N)NC1=C(C=C(C=C1)OC1=CC=CC=C1)C